CC(C)(CC(C)NC1=CC=C(C=C1)NC1=CC=CC=C1)O 2-methyl-4-((4-(phenylamino)phenyl)amino)pentan-2-ol